tert-Butyl (S)-4-(((benzyloxy)carbonyl)amino)-5-((3-methoxyphenyl)amino)-5-oxopentanoate C(C1=CC=CC=C1)OC(=O)N[C@@H](CCC(=O)OC(C)(C)C)C(=O)NC1=CC(=CC=C1)OC